N[C@H](C(=O)O)C1(OCCO1)C (S)-2-amino-2-(2-methyl-1,3-dioxolan-2-yl)acetic acid